(4S,5S)-5-amino-4-fluorocyclohex-1-ene-1-carboxylic acid hydrochloride Cl.N[C@@H]1[C@H](CC=C(C1)C(=O)O)F